C1(=C(C=CC=C1)C#CC1=NNC2=CC=C(C=C12)C(=O)N1CC2(COC2)CC1)C1=CC=CC=C1 (3-([1,1'-biphenyl]-2-ylethynyl)-1H-indazol-5-yl)(2-oxa-6-azaspiro[3.4]octan-6-yl)methanone